ClC1=NC=CC(=N1)C1=CC2=CN(N=C2C(=C1)F)C 5-(2-chloropyrimidin-4-yl)-7-fluoro-2-methyl-2H-indazole